[(furan-2-yl)methyl]-6-[2-(methylamino)propyl]-7H-pyrrolo[2,3-d]pyrimidin-4-amine hydrochloride Cl.O1C(=CC=C1)CC=1N=C(C2=C(N1)NC(=C2)CC(C)NC)N